tert-butyl (4-(dimethylamino)-1-oxo-1-((4-(3-(pyridin-4-yl)phenyl)thiazol-2-yl)amino)butan-2-yl)carbamate CN(CCC(C(NC=1SC=C(N1)C1=CC(=CC=C1)C1=CC=NC=C1)=O)NC(OC(C)(C)C)=O)C